3-((9H-fluoren-9-yl)methyl) 8-(tert-butyl) (1R,2S,5S)-2-((R)-1-hydroxyallyl)-3,8-diazabicyclo[3.2.1]octane-3,8-dicarboxylate O[C@H](C=C)[C@@H]1[C@H]2CC[C@@H](CN1C(=O)OCC1C3=CC=CC=C3C=3C=CC=CC13)N2C(=O)OC(C)(C)C